behenyldimethylbenzylammonium C(CCCCCCCCCCCCCCCCCCCCC)[N+](CC1=CC=CC=C1)(C)C